P(=O)(O)(O)O.C(CCCCCCCC)N1CN(C=C1)C 1-nonyl-3-methylimidazole phosphate